3-bromo-2-cyanopyridin-5-yl 3-azido-4,6-di-O-acetyl-3-deoxy-2-O-methyl-1-thio-beta-D-galactopyranoside N(=[N+]=[N-])[C@@H]1[C@H]([C@H](SC=2C=C(C(=NC2)C#N)Br)O[C@@H]([C@@H]1OC(C)=O)COC(C)=O)OC